N-(3-(2-(1-(3-methoxybenzyl)-1H-pyrazol-4-ylamino)-[1,2,4]triazolo[1,5-a]pyridin-5-yloxy)phenyl)acrylamide COC=1C=C(CN2N=CC(=C2)NC2=NN3C(C=CC=C3OC=3C=C(C=CC3)NC(C=C)=O)=N2)C=CC1